O([C@H]1[C@H](O)[C@@H](O)[C@H](O)[C@H](O1)C(=O)O)OCCCCCCCCCCCCCCCC(=O)O 1-O-[(15-carboxypentadecyl)oxy] β-D-glucopyranosiduronic acid